COCCN(C1=CC=C(C=C1)B1OC(C(O1)(C)C)(C)C)CCOC N,N-bis(2-methoxyethyl)-4-(4,4,5,5-tetramethyl-1,3,2-dioxaborolan-2-yl)aniline